OC[C@H](CC1=CC2=C(N(C(O2)=O)COCC[Si](C)(C)C)C=C1)NC(OC(C)(C)C)=O tert-butyl (S)-(1-hydroxy-3-(2-oxo-3-((2-(trimethylsilyl)ethoxy)methyl)-2,3-dihydrobenzo[d]oxazol-6-yl)propan-2-yl)carbamate